diazooxane-5-carboxylate [N+](=[N-])=C1OCC(CC1)C(=O)[O-]